C(CCCCCC)[NH3+] Heptyl-ammonium